C1(CC1)N1C=C(C(C2=CC(=CN=C12)C)=O)C(=O)OC(C)(C)C tert-butyl 1-cyclopropyl-6-methyl-4-oxo-1,4-dihydro-1,8-NAPHTHYRIDINE-3-carboxylate